[Pd]([2H])[2H] palladium deuteride